(±)-3-(3,4-dihydroisoquinolin-2(1H)-yl)-4-hydroxypyrrolidine-1-carboxylate C1N(CCC2=CC=CC=C12)C1CN(CC1O)C(=O)[O-]